NC1=NC=C(C2=C1C=NN2)NC(=O)C(=O)N(CC2=C(C=CC=C2)C(F)(F)F)CC2=CC=CC=C2 N-(4-amino-1H-pyrazolo[4,3-c]pyridin-7-yl)-N'-benzyl-N'-[[2-(trifluoromethyl)phenyl]methyl]oxamide